C(C)(C)(C)C1N2C(C=3N(N=C4C(=CC=CC34)OC3CCOCC3)C1)=CC(C(=C2)C(=O)O)=O 6-(tert-butyl)-2-oxo-10-((tetrahydro-2H-pyran-4-yl)oxy)-6,7-dihydro-2H-pyrido[2',1':3,4]pyrazino[1,2-b]indazole-3-carboxylic acid